3-(2-aminopyrimidin-5-yl)-9-(1-(6-chloro-3,4-dihydro-1,5-naphthyridin-1(2H)-yl)ethyl)-4,7-dimethylimidazo[1,5-a]quinazolin-5(4H)-one NC1=NC=C(C=N1)C=1N=CN2C1N(C(C1=CC(=CC(=C21)C(C)N2CCCC1=NC(=CC=C21)Cl)C)=O)C